(5RS)-2-[4-Chloro-3-(trifluoromethyl)benzyl]-3-oxo-2,3,5,6,7,8-hexahydro[1,2,4]triazolo[4,3-a]pyridin ClC1=C(C=C(CN2N=C3N(CCCC3)C2=O)C=C1)C(F)(F)F